OC(CN1CC2=CC(=C(C=C2CC1)OC)NC1=NC=C(C=N1)C(=O)N)(C)C 2-{[2-(2-hydroxy-2-methylpropyl)-6-methoxy-1,2,3,4-tetrahydroisoquinolin-7-yl]amino}pyrimidine-5-carboxamide